(R)-N-(4-(3-aminopyrrolidin-1-yl)-5-(1-(tetrahydro-2H-pyran-4-yl)-1H-pyrazol-4-yl)pyridin-2-yl)-2-(2-fluoro-6-methoxyphenyl)pyrimidin-4-amine N[C@H]1CN(CC1)C1=CC(=NC=C1C=1C=NN(C1)C1CCOCC1)NC1=NC(=NC=C1)C1=C(C=CC=C1OC)F